(E)-5-(4-(4-(dimethylamino)but-2-enoyl)piperazin-1-yl)-N-(6-fluoroquinolin-8-yl)pyrazine-2-carboxamide CN(C/C=C/C(=O)N1CCN(CC1)C=1N=CC(=NC1)C(=O)NC=1C=C(C=C2C=CC=NC12)F)C